2,2-bis(diphenylphosphino)-1,1-binaphthalene C1(=CC=CC=C1)P(C1(C(=C2C=CC=CC2=CC1)C1=CC=CC2=CC=CC=C12)P(C1=CC=CC=C1)C1=CC=CC=C1)C1=CC=CC=C1